2-(dibromo(chloro)vinyl)-N-methylsulfonylaniline BrC(=C(Cl)Br)C1=C(NS(=O)(=O)C)C=CC=C1